5-fluoro-N-(4-((methylsulfonyl)methyl)pyridin-2-yl)-4-(4,5,6,7-tetrahydropyrazolo[1,5-a]pyridin-3-yl)pyridin-2-amine FC=1C(=CC(=NC1)NC1=NC=CC(=C1)CS(=O)(=O)C)C=1C=NN2C1CCCC2